5-(icosan-3-yl)oxazol-2(3H)-one CCC(CCCCCCCCCCCCCCCCC)C1=CNC(O1)=O